NCCCNC(=O)C=1C=C2C(=NNC2=CC1)C1=NC2=C(N1)C=C(C=C2)N2CCOCC2 N-(3-aminopropyl)-3-(6-morpholino-1H-benzo[d]imidazol-2-yl)-1H-indazole-5-carboxamide